N-methyl-propanediamine CNC(CC)N